Cl.C12CN(CC(CC1)N2)C2=NC=NN1C2=CC(=C1)C=1C=NN(C1)C 4-(3,8-diazabicyclo[3.2.1]octan-3-yl)-6-(1-methyl-1H-pyrazol-4-yl)pyrrolo[2,1-f][1,2,4]triazine hydrochloride